CN([C@H]1CN(CC1)C1=C(C=NC=2NC3=C(C=C(C(=C3C21)F)F)NC)C=2C=C1C(C(=CN(C1=NC2)NC)C(=O)O)=O)C 6-[4-[(3R)-3-(dimethylamino)pyrrolidin-1-yl]-5,6-difluoro-8-(methylamino)-9H-pyrido[2,3-b]indol-3-yl]-1-(methylamino)-4-oxo-1,8-naphthyridine-3-carboxylic acid